FC1=NC(=CC(=C1)C=1NC2=CC=C(C=C2C1C(C)C)C1CCN(CC1)C(=O)C1CC(N(C1)C)=O)C 4-(4-(2-(2-fluoro-6-methylpyridin-4-yl)-3-isopropyl-1H-indol-5-yl)piperidine-1-carbonyl)-1-methylpyrrolidin-2-one